bis(1,2-epoxyethyl)biphenyl C1(CO1)C1=CC=C(C=C1)C1=CC=C(C=C1)C1CO1